(3S)-3-(4,4'-difluoro-2',5,6'-trimethyl-[1,1'-biphenyl]-3-yl)-3-(2-(5-((dimethylamino)methyl)-2-oxo-4-(trifluoromethyl)pyridin-1(2H)-yl)-4-methylpentanamido)propanoic acid FC1=C(C=C(C=C1C)C1=C(C=C(C=C1C)F)C)[C@H](CC(=O)O)NC(C(CC(C)C)N1C(C=C(C(=C1)CN(C)C)C(F)(F)F)=O)=O